8-bromo-5-(((5-fluoro-2,3-dihydrobenzofuran-4-yl)methyl)amino)imidazo[1,2-c]pyrimidine-2-carboxamide BrC=1C=2N(C(=NC1)NCC1=C(C=CC3=C1CCO3)F)C=C(N2)C(=O)N